(2R,4R)-1-(2,6-dichlorophenethyl)-4-((3-fluoro-6-((5-methyl-1H-pyrazol-3-yl)amino)pyridin-2-yl)methyl)-2-methyl-piperidine-4-carboxylic acid ClC1=C(CCN2[C@@H](C[C@@](CC2)(C(=O)O)CC2=NC(=CC=C2F)NC2=NNC(=C2)C)C)C(=CC=C1)Cl